2-[4-[(2-Hydroxy-3-tridecyloxypropyl)oxy]-2-hydroxyphenyl]-4,6-bis(2,4-dimethylphenyl)-1,3,5-triazin OC(COC1=CC(=C(C=C1)C1=NC(=NC(=N1)C1=C(C=C(C=C1)C)C)C1=C(C=C(C=C1)C)C)O)COCCCCCCCCCCCCC